CON=C1CNCC1 pyrrolidin-3-one O-methyl oxime